4-amino-3,5-dinitropyrazole potassium salt [K].NC=1C(=NNC1[N+](=O)[O-])[N+](=O)[O-]